CN(C=1SC2=NC(=CC=C2N1)C=1C=CC=2N(C1)C=C(N2)C)C2CC(NC(C2)(C)C)(C)C N-Methyl-5-(2-methylimidazo[1,2-a]pyridin-6-yl)-N-(2,2,6,6-tetramethylpiperidin-4-yl)[1,3]thiazolo[5,4-b]pyridin-2-amin